CCCCCCCCCCCCCCCCCCP(=O)(O)O n-octadecylphosphonic acid